ethyl (R,E)-4-((1R,3S,4R)-2-((3-chlorophenyl)-D-leucyl)-5,5-difluoro-2-azabicyclo[2.2.2]octane-3-carboxamido)-2-fluoro-5-((S)-2-oxopyrrolidin-3-yl)pent-2-enoate ClC=1C=C(C=CC1)N[C@H](CC(C)C)C(=O)N1[C@H]2CC([C@@H]([C@H]1C(=O)N[C@@H](/C=C(\C(=O)OCC)/F)C[C@H]1C(NCC1)=O)CC2)(F)F